FC1=CC=C(C=C1)N1N=C(C=C1C(F)(F)F)C=1OC=CC1 1-(4-fluorophenyl)-3-(2-furyl)-5-(trifluoromethyl)-1H-pyrazole